C([O-])([O-])=O.[NH4+].[OH-].[Al+2] aluminum hydroxide ammonium carbonate